zirconium triacrylate C(C=C)(=O)[O-].C(C=C)(=O)[O-].C(C=C)(=O)[O-].[Zr+3]